N[C@@]1(CN(CC1)C1=C(C=NC(=C1C1=CC(=CC(=C1)F)F)OCCOC)C(=O)N[C@@H](C)C1CC1)C 4-[(3S)-3-amino-3-methylpyrrolidin-1-yl]-N-[(1S)-1-cyclopropylethyl]-5-(3,5-difluorophenyl)-6-(2-methoxyethoxy)pyridine-3-carboxamide